COC(=O)C1=CC2=C(N=C(N2CC(CNC(=O)OC(C)(C)C)OC)CC2=C(C=C(C=C2)C2=NC(=CC=C2)OCC2=C(C=C(C=C2)C#N)F)F)C=C1 3-[3-(Tert-Butoxycarbonylamino)-2-methoxy-propyl]-2-[[4-[6-[(4-cyano-2-fluoro-phenyl)methoxy]-2-pyridinyl]-2-fluoro-phenyl]methyl]benzimidazole-5-carboxylic acid methyl ester